NC1=NC=2C=C(C(=CC2C2=C1C=NN2C)C(=O)N([C@@H]2COC1=C2C=CC(=C1)C#CC=1C=NN(C1)C)C)C (S)-4-amino-N,1,7-trimethyl-N-(6-((1-methyl-1H-pyrazol-4-yl)ethynyl)-2,3-dihydrobenzofuran-3-yl)-1H-pyrazolo[4,3-c]quinoline-8-carboxamide